ClC=1SC(=CN1)C(=O)N1C[C@H]([C@@H](CC1)N1CC2=CC=CC=C2CC1)O trans-(2-chlorothiazol-5-yl)(4-(3,4-dihydroisoquinolin-2(1H)-yl)-3-hydroxypiperidin-1-yl)methanone